P(=O)(OCCOCCOCCOCCOC)(Br)Br (2-(2-(2-(2-methoxyethoxy)ethoxy)ethoxy)ethyl) dibromophosphate